4-(4-(8-chloro-7-((2-methyl-1H-benzo[d]imidazol-6-yl)oxy)quinoxalin-2-yl)-1H-pyrazol-1-yl)-N,N-dimethylpiperidine-1-carboxamide ClC=1C(=CC=C2N=CC(=NC12)C=1C=NN(C1)C1CCN(CC1)C(=O)N(C)C)OC=1C=CC2=C(NC(=N2)C)C1